FC1(C[C@H](CN(C1)C)NC=1C(N(C(=NN1)C1=C(C2=C(SC=C2)C=C1)O)C)=O)F (R)-6-((5,5-difluoro-1-methylpiperidin-3-yl)amino)-3-(4-hydroxybenzo[b]thiophen-5-yl)-4-methyl-1,2,4-triazin-5(4H)-one